CC1(C2=CC=CC=C2N(C=2C=CC=CC12)C1=CC=C(C=C1)C(=O)C1=CC=C(C=C1)F)C (4-(9,9-dimethylacridin-10(9H)-yl)phenyl)(4-fluorophenyl)methanone